Benzyl (S)-[6-{bis[2-({2-[(α-L-fucopyranosyl)oxy]ethyl}amino)-2-oxoethyl]amino}-7-({2-[(α-L-fucopyranosyl)oxy]ethyl}amino)-7-oxoheptyl]carbamate [C@@H]1([C@@H](O)[C@H](O)[C@H](O)[C@@H](O1)C)OCCNC(CN([C@@H](CCCCCNC(OCC1=CC=CC=C1)=O)C(=O)NCCO[C@H]1[C@@H](O)[C@H](O)[C@H](O)[C@@H](O1)C)CC(NCCO[C@H]1[C@@H](O)[C@H](O)[C@H](O)[C@@H](O1)C)=O)=O